C(C)(=O)N1CCN(CC1)C=1N=CC2=C(N1)[C@@H](CN(C2)C=2C=1N(C(=CC2)C#N)N=CC1)C (R)-4-(2-(4-acetylpiperazin-1-yl)-8-methyl-7,8-dihydropyrido[4,3-d]pyrimidin-6(5H)-yl)pyrazolo[1,5-a]pyridine-7-carbonitrile